1-hydroxycyclopropanecarboxamide OC1(CC1)C(=O)N